C12CNCC(CC1)N2C=2SC=1CN(CCC1N2)C(=O)C2COC1=C2C=CC=C1 (2-(3,8-diazabicyclo[3.2.1]octan-8-yl)-6,7-dihydrothiazolo[5,4-c]pyridin-5(4H)-yl)(2,3-dihydrobenzofuran-3-yl)methanone